C(C1=CC=CC=C1)OC1=C(C=CC(=C1)OCC(C)C)CNC(N(C1CCN(CC1)C)CC1=CC=C(C=C1)F)=O 3-{[2-(benzyloxy)-4-(2-methylpropyloxy)phenyl]methyl}-1-[(4-fluorophenyl)methyl]-1-(1-methylpiperidin-4-yl)urea